S(=O)(=O)(C(F)(F)F)N=[N+]=[N-] Azidotriflate